1,2-dimethyl-3-(3-hydroxypropyl)-imidazolium CN1C(=[N+](C=C1)CCCO)C